C(C1=CC=CC=C1)OC=1C=C(OC[C@@H](CNC(C)C)O)C=CC1OCC1=CC=CC=C1 (R)-1-(3,4-bis(benzyloxy)phenoxy)-3-(isopropylamino)propan-2-ol